(R)-2-(1-(3-(cyclopent-1-en-1-yl)phenyl)cyclopropyl)-6-(2-hydroxy-2-(3-(trifluoromethyl)phenyl)acetyl)-5,6,7,8-tetrahydropyrido[4,3-d]pyrimidin-4(3H)-one C1(=CCCC1)C=1C=C(C=CC1)C1(CC1)C=1NC(C2=C(N1)CCN(C2)C([C@@H](C2=CC(=CC=C2)C(F)(F)F)O)=O)=O